COC1=CC=C(C=C1)C1=NC2=CC=CC=C2C(=C1)NCCCNCCCNC(OC(C)(C)C)=O tert-Butyl N-{3-[(3-{[2-(4-methoxyphenyl)quinolin-4-yl]amino}propyl)amino] propyl}carbamate